FC(C(=O)O)(F)F.ClC1=C(C=CC=C1[C@]1(NC(N(C(C1)=O)[C@H]1C[C@H](OCC1)C)=N)C)NC(C1=CC(=C(C=C1)F)F)=O |o1:21,23| N-(2-Chloro-3-{(4S)-2-imino-4-methyl-1-[(2R*,4R*)-2-methyl-tetrahydropyran-4-yl]-6-oxo-hexahydropyrimidin-4-yl}phenyl)-3,4-difluorobenzamide trifluoroacetic acid salt